C1(CCCCC1)N1N=CC=2C1=NC(=NC2NC(=O)C=2SC(=CC2)[N+](=O)[O-])C2=CC(=C(C=C2)OC)OC N-(1-cyclohexyl-6-(3,4-dimethoxyphenyl)-1H-pyrazolo[3,4-d]pyrimidin-4-yl)-5-nitrothiophene-2-carboxamide